C(C)(C)(C)OC(=O)N=[S@](=O)(C1=C(C=C(C=C1)C)O[C@H]1C[C@H](CCC1)CCO[Si](C1=CC=CC=C1)(C1=CC=CC=C1)C(C)(C)C)N1[C@@H](CCC1)C(=O)OC Methyl ((R)-N-(tert-butoxycarbonyl)-2-(((1R,3R)-3-(2-((tert-butyldiphenylsilyl)oxy)ethyl)cyclohexyl)oxy)-4-methylphenylsulfonimidoyl)-L-prolinate